5-((tetrahydro-2H-pyran-4-yl)oxy)-1H-pyrazol-3-amine O1CCC(CC1)OC1=CC(=NN1)N